CC1=C2C=CC(=NC2=C(C=C1)C)NN 5,8-dimethylhydrazinoquinoline